O1CCC2(CC1)COC1=C2C=CC=C1S(=O)(=O)N 2',3',5',6'-tetrahydro-2H-spiro[benzofuran-3,4'-pyran]-7-sulfonamide